5-methylpyridino[2,3-d]pyrimidin-7(8H)-one CC1=CC(NC=2N=CN=CC21)=O